CN(C)CC(C)O[Cu]OC(C)CN(C)C.[Cu] copper bis(dimethylamino-2-propoxy)copper (II)